(3aR,6aR)-3a-(3-boronopropyl)-5-glycylhexahydropyrrolo[3,4-b]pyrrole B(O)(O)CCC[C@@]12[C@@H](NCC1)CN(C2)C(CN)=O